ClC1=C(C=C(N=N1)NC(C(C)(C)C)=O)\C=C\N(C)C N-[6-chloro-5-[(E)-2-(dimethylamino)vinyl]pyridazin-3-yl]-2,2-dimethyl-propionamide